N-(3''-{1-[(2E)-2-(aminomethyl)-3-fluoroprop-2-en-1-yl]-5-oxo-1,5-dihydro-4H-1,2,4-triazol-4-yl}-1,1':3',1''-terphenyl-4-yl)acetamide hydrochloride Cl.NC/C(/CN1N=CN(C1=O)C=1C=C(C=CC1)C=1C=C(C=CC1)C1=CC=C(C=C1)NC(C)=O)=C\F